pentyltrimethylammonium propyl-carbonate C(CC)OC([O-])=O.C(CCCC)[N+](C)(C)C